NCCNCCCCO[Si](OC)(OC)C N-(2-aminoethyl)3-aminopropylmethyltrimethoxysilane